CC12C(CC(CC1)C2(C)C)=O 1,7,7-trimethylbicyclo[2.2.1]heptane-2-one